(9-([1,1'-biphenyl]-4-yl)dibenzo[b,d]furan-3-yl)boronic acid C1(=CC=C(C=C1)C1=CC=CC2=C1C1=C(O2)C=C(C=C1)B(O)O)C1=CC=CC=C1